12-((3-Carboxypropanoyl)oxy)octadecanoic acid C(=O)(O)CCC(=O)OC(CCCCCCCCCCC(=O)O)CCCCCC